CC=1SC(=CC1C(=O)O)C1=CC(=CC=C1)OC(F)F 2-methyl-5-(3-(difluoromethoxy)phenyl)thiophene-3-carboxylic acid